ethyl 1-(2-((methylsulfonyl) oxy)-1-(p-tolyl) ethyl)-1H-imidazole-5-carboxylate CS(=O)(=O)OCC(C1=CC=C(C=C1)C)N1C=NC=C1C(=O)OCC